N-(4-acetyl-4'-((2-(1,1-difluoroethyl)-6-methylpyrimidin-4-yl)amino)-[2,3'-bipyridin]-6'-yl)acetamide C(C)(=O)C1=CC(=NC=C1)C=1C=NC(=CC1NC1=NC(=NC(=C1)C)C(C)(F)F)NC(C)=O